1,8-octandiol C(CCCCCCCO)O